1-(2-(4-fluorophenyl)-3-(1H-pyrrolo[2,3-b]pyridin-4-yl)-6,7-dihydropyrazolo[1,5-a]pyrazin-5(4H)-yl)ethan-1-one FC1=CC=C(C=C1)C1=NN2C(CN(CC2)C(C)=O)=C1C1=C2C(=NC=C1)NC=C2